1-cyclopentyl-5-oxo-N-(pyridin-2-ylmethyl)pyrrolidine-3-carboxamide C1(CCCC1)N1CC(CC1=O)C(=O)NCC1=NC=CC=C1